BrC=1N=C(SC1)[C@H]([C@@H](C(=O)N1N[C@@H](CCC1)C(=O)OC)NC(=O)OC(C)(C)C)N1[C@H](COCC1)C#N methyl (S)-1-((2S,3S)-3-(4-bromothiazol-2-yl)-2-((tert-butoxycarbonyl)amino)-3-((S)-3-cyanomorpholino)propanoyl)hexahydropyridazine-3-carboxylate